5-(2-(piperidin-1-yl)ethoxy)picolinamide N1(CCCCC1)CCOC=1C=CC(=NC1)C(=O)N